FC1=C(C(=CC=C1)C)N1CCC(CC1)N1C(N(C=2NC=NC2C1)CC1=C(C=CC=C1)C(F)(F)F)=O 1-[1-(2-Fluoro-6-methyl-phenyl)-piperidin-4-yl]-3-(2-trifluoromethyl-benzyl)-1,3,6,9-tetrahydro-purin-2-one